6-(4-isopropylphenyl)-9-β-D-ribofuranosyl-7-deazapurine C(C)(C)C1=CC=C(C=C1)C1=C2C=CN(C2=NC=N1)[C@H]1[C@H](O)[C@H](O)[C@H](O1)CO